dimethyl-2,2-dibromoethyl carbamate C(N)(OC(C(Br)Br)(C)C)=O